(2,5-dioxopyrrolidin-1-yl) formate C(=O)ON1C(CCC1=O)=O